C(CCCCCCCCCCCCCCCCC)NC(C(=O)[O-])C.[Na+] monosodium octadecylaminopropionate